Ethyl 2-(2,6-dimethyl-4-((5-oxo-4-(4-(trifluoromethyl)phenyl)-4,5-dihydro-1H-1,2,4-triazol-1-yl)methyl)phenoxy)acetate CC1=C(OCC(=O)OCC)C(=CC(=C1)CN1N=CN(C1=O)C1=CC=C(C=C1)C(F)(F)F)C